N1C[C@@H](CC1)CCC(=O)O (R)-3-(pyrrolidin-3-yl)propionic acid